N1=CC(=CC=C1)S(=O)(=O)[O-].O.C=[Pd+] carbene palladium hydrate 3-pyridinesulfonate